7-methyl-2-decanol CC(CCCCC(C)O)CCC